(2H)-naphthyridone N1C(C=CC2=CC=CN=C12)=O